CC1(COC2=C(O1)C=CC=C2CN2CC(NCC2)C2=C(C=CC=C2)C(C)C)C 1-((2,2-dimethyl-2,3-dihydrobenzo[b][1,4]dioxin-5-yl)methyl)-3-(2-isopropylphenyl)piperazine